N-(2-(4-((2S,6R)-2,6-dimethylmorpholino)piperidine-1-yl)-5-((6-((R)-3-(2-fluoro-3-methylphenyl)-isoxazolidine-2-yl)pyrimidine-4-yl)amino)-4-methoxyphenyl)acrylamide C[C@@H]1O[C@@H](CN(C1)C1CCN(CC1)C1=C(C=C(C(=C1)OC)NC1=NC=NC(=C1)N1OCC[C@@H]1C1=C(C(=CC=C1)C)F)NC(C=C)=O)C